NC1=C(C=C(C=C1)S(=O)(=O)N(COCC[Si](C)(C)C)C)OC 4-amino-3-methoxy-N-methyl-N-{[2-(trimethylsilyl)ethoxy]methyl}benzenesulfonamide